tetrakis(perfluorophenyl)borate FC1=C(C(=C(C(=C1F)F)F)F)[B-](C1=C(C(=C(C(=C1F)F)F)F)F)(C1=C(C(=C(C(=C1F)F)F)F)F)C1=C(C(=C(C(=C1F)F)F)F)F